BrC=1C(=NN(C1C)CC=1C=C(C=CC1OC)/C=C/C(=O)C1=CC=C(C=C1)O)C (E)-3-[3-[(4-Bromo-3,5-dimethylpyrazol-1-yl)methyl]-4-methoxyphenyl]-1-(4-hydroxyphenyl)prop-2-en-1-one